CC(C(=O)O)CC(C)(C)C 2,4,4-TRIMETHYLPENTANOIC ACID